COC=1C=C(C=CC1NCC#CC=1N(C2=CC=CC(=C2C1)NC1CCN(CC1)CC1OC(OC1)=O)CC(F)(F)F)S(=O)(=O)NC(C)=O N-[3-methoxy-4-({3-[4-({1-[(2-oxo-1,3-dioxolan-4-yl)methyl]piperidin-4-yl}amino)-1-(2,2,2-trifluoroethyl)-1H-indol-2-yl]prop-2-yn-1-yl}amino)benzenesulfonyl]acetamide